1H-pyrrolo[2,3-b]Pyridine-5-carboxylic acid N1C=CC=2C1=NC=C(C2)C(=O)O